ClC1=C(C=C(C=C1)N=C=O)C(F)(F)F 4-chloro-3-(trifluoromethyl)phenyl isocyanate